1-hydroxyethyl-3-methylimidazolium bis(trifluoromethanesulfonyl)imide salt [N-](S(=O)(=O)C(F)(F)F)S(=O)(=O)C(F)(F)F.OC(C)C=1NC=C[N+]1C